P1=CC=CC=C1 phosphinin